(E)-8-oxo-3-octenoate O=CCCC/C=C/CC(=O)[O-]